C1(CCCC1)N1N=CC=C1C1=C(C=CC=C1)C1CC1 1-cyclopentyl-5-(2-cyclopropylphenyl)-1H-pyrazol